FC(C(=O)O)(F)F.CN1[C@@H](CCC1)COC1=NC2=C3C(=CC=C2C(=N1)N1CCNCC1)N(C=C3)C3=CC=C(C=C3)C(F)(F)F (S)-2-((1-methylpyrrolidin-2-yl)methoxy)-4-(piperazin-1-yl)-7-(4-(trifluoromethyl)phenyl)-7H-pyrrolo[2,3-H]quinazoline trifluoroacetate